C1(=CC=CC=C1)NC1=C(N=C2N1C=CC=C2)C2=CC=C(C(=O)OC)C=C2 methyl 4-(3-(phenylamino)imidazo[1,2-a]pyridin-2-yl)benzoate